Cl.N[C@H](C(=O)OC)CC(C)(C)C methyl (S)-2-amino-4,4-dimethylpentanoate hydrochloride